C(C)(=O)N[C@H]1[C@@H](C=C(C[C@@H]1NCC=1C=C(C=CC1C)C1=CC=CC=C1)C(=O)O)OC(CC)CC (3R,4R,5S)-4-acetamido-5-((4-methyl-[1,1'-biphenyl]-3-yl)methyl)amino-3-(pentan-3-oxy)cyclohex-1-en-1-carboxylic acid